2-(3-chloro-1-methyl-5-nitro-1H-pyrrol-2-yl)-2H-1,2,3-triazole ClC1=C(N(C(=C1)[N+](=O)[O-])C)N1N=CC=N1